1-(1-(6-chloro-4-oxo-3,4-dihydrophthalazin-1-yl)ethyl)-3-(4-fluorophenyl)-1-(3-hydroxypropyl)urea ClC=1C=C2C(NN=C(C2=CC1)C(C)N(C(=O)NC1=CC=C(C=C1)F)CCCO)=O